NCC1[C@H](COC1)NC(=O)C1=CC2=CC=CC(=C2C=C1)OC1=CC=C(C=C1)C(F)(F)F N-((3R)-4-(aminomethyl)tetrahydrofuran-3-yl)-5-(4-(trifluoromethyl)phenoxy)-2-naphthamide